(6-aminohexyl)(3-aminopropyl)carbamic acid NCCCCCCN(C(O)=O)CCCN